OCCCC(CCC)N(C(O)=O)CCN1CCCC1.COC=1C(=CC=C2C=NNC12)NC1=CC(=NC=C1C(CC)=O)NC(=O)C1CC1 N-(4-((7-methoxy-1H-indazol-6-yl)amino)-5-propionylpyridin-2-yl)cyclopropanecarboxamide 1-hydroxyheptan-4-yl-(2-(pyrrolidin-1-yl)ethyl)carbamate